BrC1=NN2C(N=C(C=C2Cl)Cl)=C1 2-bromo-5,7-dichloropyrazolo[1,5-a]Pyrimidine